NC(CC(=O)O)C(NC(COC(=O)C1CCCCC1)CC)=O 3-amino-3-{[1-(cyclohexanecarbonyloxy)butan-2-yl]carbamoyl}propionic acid